N-(5-(3-(4-chlorobenzyl)ureido)pentyl)picolinamide ClC1=CC=C(CNC(NCCCCCNC(C2=NC=CC=C2)=O)=O)C=C1